ClC1=CC(=C(C=C1C1(CC1)C)C#CC1(CC1)N)OC 1-((4-chloro-2-methoxy-5-(1-methylcyclopropyl)phenyl)-ethynyl)cyclopropan-1-amine